C(C)C=1N=COC1C1=NC(=NO1)[C@@H]1CC12CCN(CC2)S(=O)(=O)N (1R)-1-[5-(4-Ethyl-1,3-oxazol-5-yl)-1,2,4-oxadiazol-3-yl]-6-azaspiro[2.5]octan-6-sulfonamid